The molecule is a steroid saponin that consists of oleandrigenin having a 2,6-dideoxy-3-O-methyl-alpha-L-arabino-hexopyranosyl residue attached to the oxygen function at position 3. It is a cardenolide glycoside, a 14beta-hydroxy steroid, a steroid ester and a steroid saponin. It derives from an oleandrigenin. C[C@H]1[C@@H]([C@H](C[C@@H](O1)O[C@H]2CC[C@]3([C@@H](C2)CC[C@@H]4[C@@H]3CC[C@]5([C@@]4(C[C@@H]([C@@H]5C6=CC(=O)OC6)OC(=O)C)O)C)C)OC)O